(S*)-1-[(S)-1-(2,3-dihydrobenzo[1,4]dioxin-2-yl)methyl]-3-(3-fluorophenyl)piperidine O1[C@H](COC2=C1C=CC=C2)CN2C[C@@H](CCC2)C2=CC(=CC=C2)F |o1:13|